FC1=C(C(=CC=C1)C)N1CCC(CC1)N1C(N(C=2C(C1)=CN(N2)C[C@@H](COC)O)CC2=C(C=CC=C2)C(F)(F)F)=O 5-[1-(2-fluoro-6-methyl-phenyl)-piperidin-4-yl]-2-((S)-2-hydroxy-3-methoxy-propyl)-7-(2-trifluoromethyl-benzyl)-2,4,5,7-tetrahydro-pyrazolo[3,4-d]pyrimidin-6-one